N1(CCC(CC1)C(=O)OC(C)(C)C)C1CCN(CC1)C(=O)OCC1=CC=CC=C1 1'-benzyl 4-(tert-butyl) [1,4'-bipiperidine]-1',4-dicarboxylate